N-[(1S)-1-(4-{4-chloro-2,3,7,10-tetraazatricyclo[7.4.0.02,6]trideca-1(9),3,5,7-tetraen-10-yl}phenyl)-2,2,2-trifluoroethyl]-2-(2-hydroxyphenyl)-N-methylacetamide ClC1=NN2C=3CCCN(C3C=NC2=C1)C1=CC=C(C=C1)[C@@H](C(F)(F)F)N(C(CC1=C(C=CC=C1)O)=O)C